diselenodipropionic acid C(C[Se][Se]CCC(=O)O)C(=O)O